chloramine, sodium salt [Na].NCl